FC=1C(=C2C=C(NC2=CC1)C(=O)N1CC=2C(=NN3C2C(N(C2(C3)CC2)C)=O)CC1)C 2'-(5-fluoro-4-methyl-1H-indole-2-carbonyl)-9'-methyl-1',2',3',4'-tetrahydro-7'H-spiro[cyclopropane-1,8'-pyrido[4',3':3,4]pyrazolo[1,5-a]pyrazin]-10'(9'H)-one